C1C(NC=2C=CC=C3C2N1C1=C3C=NC=C1)=O pyrido[3',4':4,5]pyrrolo[1,2,3-de]quinoxalin-2(3H)-one